5-(acetylhydroxymethyl)-2-cyanotetrahydrofuran-3,4-diacetate C(C)(=O)C(C1C(C(C(O1)C#N)CC(=O)[O-])CC(=O)[O-])O